C1=C(C=CC2=CC=CC=C12)CC(NC=O)C(NCCCCCNC(NCCC)=O)=O 3-[(naphthalen-2-yl)methyl]-1,4,12-trioxo-2,5,11,13-tetraazahexadecane